3-cyano-N-{trans-3-[methyl-(7H-pyrrolo[2,3-d]pyrimidin-4-yl)amino]cyclobutyl}pyrrolidine-1-sulfonamide C(#N)C1CN(CC1)S(=O)(=O)N[C@@H]1C[C@H](C1)N(C=1C2=C(N=CN1)NC=C2)C